CC1=NC2=C(N1)C=C(C=C2C(=O)O)C2=C(C(=C(C(=C2F)F)C2=CC(=CC=C2)CN2C[C@@H](CC2)F)F)F (R)-2-methyl-6-(2,3,5,6-tetrafluoro-3'-((3-fluoropyrrolidin-1-yl)methyl)-[1,1'-biphenyl]-4-yl)-1H-benzo[d]imidazole-4-carboxylic acid